CC1=CC(=CC2=C1/C(=C(\CCC2)/C2=C(C=C(C=C2)Cl)Cl)/C2=CC=C(C=C2)C=C2CN(C2)CC=CC(=O)N(C)C)C(=O)OC(C)C=2OC=CC2 1-(2-furyl)ethanol methyl-(E)-8-(2,4-dichlorophenyl)-9-(4-((1-(4-(dimethylamino)-4-oxobut-2-en-1-yl)azetidin-3-ylidene)methyl)phenyl)-6,7-dihydro-5H-benzo[7]annulene-3-carboxylate